ClC1=NC(=NC(=C1)C1=C(C=CC=C1C)C)NS(=O)(=O)C1=CC(=CC=C1)C(=O)N1[C@@H]([C@H](CCC1C1=NC(=CN=C1)N(C)C1CCC1)O)CC(C)C N-[4-chloro-6-(2,6-dimethylphenyl)pyrimidin-2-yl]-3-[(2R,3s)-6-[6-[cyclobutyl(methyl)amino]pyrazin-2-yl]-3-hydroxy-2-isobutyl-piperidine-1-carbonyl]benzenesulfonamide